(5S,7S)-2-[(S)-cyclopropylsulfinyl]-7-fluoro-5-phenyl-6,7-dihydro-5H-pyrrolo[1,2-b][1,2,4]triazole C1(CC1)[S@](=O)C=1N=C2N(N1)[C@@H](C[C@@H]2F)C2=CC=CC=C2